C(C)(C)C1=CC=C(C=C1)C(CC(=O)C1=CC=CC=C1)=O 1-(4-isopropylphenyl)-3-phenyl-1,3-propanedione